2-(6-((4-(2-chloro-1H-benzo[d]imidazol-6-yl)-1H-1,2,3-triazol-1-yl)methyl)pyridin-3-yl)-5-(difluoromethyl)-1,3,4-oxadiazole ClC1=NC2=C(N1)C=C(C=C2)C=2N=NN(C2)CC2=CC=C(C=N2)C=2OC(=NN2)C(F)F